C(#N)C=1C(=NC(=NC1)NC1=C(C=C(C=C1)N1CCN(CC1)CC)NC(C=C)=O)NC1=C(C=CC=C1)Cl N-(2-((5-cyano-4-(2-chloroanilino)pyrimidin-2-yl)amino)-5-(4-ethylpiperazin-1-yl)phenyl)acrylamide